N,N'-diisobutyryl-1,3-propanediamine C(C(C)C)(=O)NCCCNC(C(C)C)=O